C1COCCN1C2=NC(=NC(=N2)N3C4=CC=CC=C4N=C3C(F)F)N5CCOCC5 The molecule is a triamino-1,3,5-triazine that is 1,3,5-triazine in which two of the hydrogens have been replaced by morpholin-4-yl groups while the third hydrogen has been replaced by a 2-(difluoromethyl)benzimidazol-1-yl group. It is an inhibitor of phosphatidylinositol 3-kinase. It has a role as an EC 2.7.1.137 (phosphatidylinositol 3-kinase) inhibitor and an antineoplastic agent. It is a member of morpholines, a member of benzimidazoles, a triamino-1,3,5-triazine and an organofluorine compound.